2-((1R,4S)-2-oxabicyclo[2.2.1]hept-4-yl)-N-(6-(difluoromethyl)pyridin-2-yl)-7-isopropoxyimidazo[1,2-a]pyridin-6-carboxamide [C@@H]12OC[C@@](CC1)(C2)C=2N=C1N(C=C(C(=C1)OC(C)C)C(=O)NC1=NC(=CC=C1)C(F)F)C2